C(C)(C)(C)NC(=O)C1=C(C(=CC(=C1)Cl)C)NC(=O)C1=CC(=NN1C1=NC=C(C=C1Cl)Cl)OC1CSC1 N-(2-(tert-butylcarbamoyl)-4-chloro-6-methylphenyl)-1-(3,5-dichloropyridin-2-yl)-3-(thietan-3-yloxy)-1H-pyrazole-5-carboxamide